OC[C@@H]1CN(CC12CN(C2)C(=O)OC(C)(C)C)C(=O)C2=CN=CS2 tert-butyl (s)-8-(hydroxymethyl)-6-(thiazole-5-carbonyl)-2,6-diazaspiro[3.4]octane-2-carboxylate